N1=C(N=C(N=C1[O])[O])[O] (1,3,5-triazine-2,4,6-triyl)trioxygen